N1CC(CCC1)CC(=O)O 2-(piperidin-3-yl)acetic acid